C(C)OC(=O)C=1C(N(C(N(C1)C(C)C)=O)C1=NC=CC=C1)=O 1-isopropyl-2,4-dioxo-3-(pyridin-2-yl)-1,2,3,4-tetrahydropyrimidine-5-carboxylic acid ethyl ester